benzyl (3r,7s)-3-(((benzyloxy) carbonyl) amino)-7-methyl-4-oxo-2,3,4,7-tetrahydro-1H-azepine-1-carboxylate C(C1=CC=CC=C1)OC(=O)N[C@@H]1CN([C@H](C=CC1=O)C)C(=O)OCC1=CC=CC=C1